(1S,5R)-2-methyl-3,8-diazabicyclo[3.2.1]octane-3-carboxylic acid tert-butyl ester C(C)(C)(C)OC(=O)N1C([C@@H]2CC[C@H](C1)N2)C